NC1=CC=CC(=N1)S(=O)(=O)NC(=O)C=1C(=NC(=CC1)C1=CC=C(C=C1)OCC(C)C)N1CCC(CC1)C N-[(6-Amino-2-pyridyl)sulfonyl]-6-(4-isobutoxyphenyl)-2-(4-methyl-1-piperidyl)pyridin-3-carboxamid